F[P-](F)(F)(F)(F)F.C(C=C)N1CN(C=C1)CCCCCCCC 1-allyl-3-octylimidazole hexafluorophosphate